O1OBC(C1)=O dioxaborolone